C(C)(C)(C)N(C(=O)C=1SC(=C(N1)C=1C=C2CCN(C2=CC1)C(=O)C1CC1)C)CC1=CC(=CC=C1)O tert-butyl-4-(1-(cyclopropanecarbonyl)indolin-5-yl)-N-(3-hydroxybenzyl)-5-methylthiazole-2-carboxamide